chloro-3-(2-hydroxy-2-methylpropyl)-8-(1-((2-(trimethylsilyl)ethoxy)methyl)-1H-pyrazol-4-yl)pyrido[3,4-d]pyrimidin-4(3H)-one ClC=1N(C(C2=C(N1)C(=NC=C2)C=2C=NN(C2)COCC[Si](C)(C)C)=O)CC(C)(C)O